C1(CC1)C1=CC(=NC(=N1)C1=CN=CS1)C(=O)Cl 6-cyclopropyl-2-(thiazol-5-yl)pyrimidine-4-carbonyl chloride